CN1C(=NC=C1)CN1CCN(CC1)C(=O)OC(C)(C)C tert-Butyl 4-[(1-methyl-1H-imidazol-2-yl)methyl]piperazine-1-carboxylate